2-(2-((5-Chloro-2-((5-methoxy-2-methyl-4-(4-(4-methylpiperazin-1-yl)piperidin-1-yl)phenyl)amino)pyrimidin-4-yl)amino)-4-fluorophenyl)propan-2-ol ClC=1C(=NC(=NC1)NC1=C(C=C(C(=C1)OC)N1CCC(CC1)N1CCN(CC1)C)C)NC1=C(C=CC(=C1)F)C(C)(C)O